C1(=CC=CC=C1)C1=C2C(=CC(=C1)O2)C2=CC=CC=C2 2,6-diphenyl-1,4-phenylene oxide